2-{[1-(3-aminopropyl)-1H-pyrazol-4-yl]amino}-4-cyclopropoxy-N-(2,6-dichlorophenyl)pyrimidine-5-carboxamide NCCCN1N=CC(=C1)NC1=NC=C(C(=N1)OC1CC1)C(=O)NC1=C(C=CC=C1Cl)Cl